C(CCC)N1C=NC2=C1C=C(C=C2)O butyl-1H-benzo[d]imidazol-6-ol